CN(C1CC(C1)NC(OCC1=CC=CC=C1)=O)C=1C2=C(N=CN1)NC=C2 Benzyl (3-(methyl(7h-pyrrolo[2,3-d]pyrimidin-4-yl)amino)cyclobutyl)carbamate